FC=1C(=CC(=NC1)NC1=NC=C(C(=O)NOC)C(=C1)NC1=C(C=CC=C1)N(S(=O)(=O)C)C)C 6-((5-fluoro-4-methylpyridin-2-yl)amino)-N-methoxy-4-((2-(N-methylmethanesulfonamido)phenyl)amino)nicotinamide